NCCCCN(C1=C2CN(C(C2=CC=C1)=O)C1C(NC(CC1)=O)=O)CCCC 3-(4-((4-aminobutyl)(butyl)amino)-1-oxoisoindolin-2-yl)piperidine-2,6-dione